O=C1C[C@H](CN1)C(=O)O (3R)-5-oxopyrrolidine-3-carboxylic acid